5,6-di-tert-butyl-2H-isoindole C(C)(C)(C)C1=CC2=CNC=C2C=C1C(C)(C)C